(trans-2-Phenyl-cyclopropanecarbonyl)guanidine C1(=CC=CC=C1)[C@H]1[C@@H](C1)C(=O)NC(=N)N